FS(C=1C=C(C=C(C1)S(F)(F)(F)(F)F)S(=O)C1=CC(=CC(=C1)S(F)(F)(F)(F)F)S(F)(F)(F)(F)F)(F)(F)(F)F Bis{3,5-bis(pentafluorosulfanyl)phenyl}sulfoxide